CN(C1(CC1)C1=NC2=CC=C(C=C2C(=N1)N1CCC(CC1)C1=C(C=CC=C1)OC)N(C)C)C {2-(1-dimethylamino-cyclopropyl)-4-[4-(2-methoxy-phenyl)-piperidin-1-yl]-quinazolin-6-yl}-dimethyl-amine